benzyl-1-methyl-spiro[indoline-2,4'-piperidin]-3-one C(C1=CC=CC=C1)N1CCC2(CC1)N(C1=CC=CC=C1C2=O)C